FC1=C(C(=C(C(=C1F)OC(F)(F)F)F)F)CCO 2-(2,3,5,6-tetrafluoro-4-trifluoromethoxyphenyl)ethanol